C1(CC1)CCC=1N=C2C(=NC1NS(=O)(=O)C)N(C(=N2)C2=NC(=CC=C2)OCC)C2=C(C=CC=C2OC)OC N-(5-(2-cyclopropylethyl)-1-(2,6-dimethoxyphenyl)-2-(6-ethoxypyridin-2-yl)-1H-imidazo[4,5-b]pyrazin-6-yl)methanesulfonamide